(S)-N'-((1,2,3,5,6,7-hexahydro-s-indacen-4-yl-1,1,7,7-d4)carbamoyl)-2-(2-hydroxypropan-2-yl)thiazole-5-sulfonimidamide C1(CCC2=C(C=3CCC(C3C=C12)([2H])[2H])NC(=O)N=[S@@](=O)(N)C1=CN=C(S1)C(C)(C)O)([2H])[2H]